C(C)(C)(C)OC(=O)C1=C(N=C(S1)NC([C@@H](CNC1=NC=CC2=CC=C(C=C12)C)O)=O)C (R)-2-(2-hydroxy-3-((7-methylisoquinolin-1-yl)amino)propionylamino)-4-methylthiazole-5-carboxylic acid tert-butyl ester